CN(C1=C(C=CC=C1C)B(O)O)C (2-(dimethylamino)-3-methylphenyl)boronic acid